1-(3-(difluoromethoxy)phenyl)-3-hydroxy-3-methyl-N-(3-methyl-1,1-dioxidothietan-3-yl)-2-oxoindoline-5-carboxamide FC(OC=1C=C(C=CC1)N1C(C(C2=CC(=CC=C12)C(=O)NC1(CS(C1)(=O)=O)C)(C)O)=O)F